(S)-N-(3-(2-amino-[1,2,4]triazolo[1,5-a]pyridin-7-yl)-2,6-difluorophenyl)-3-phenylisoxazolidine-2-carboxamide NC1=NN2C(C=C(C=C2)C=2C(=C(C(=CC2)F)NC(=O)N2OCC[C@H]2C2=CC=CC=C2)F)=N1